C([O-])([O-])=O.C(C)C(CCC=1NC=C[NH+]1)C.C(C)C(CCC=1NC=C[NH+]1)C 3-ethylbutylimidazolium carbonate